chromium(III) formate C(=O)[O-].[Cr+3].C(=O)[O-].C(=O)[O-]